(S)-2-((4-(6-((1-(2-fluoroethyl)-1H-pyrazolo[4,3-b]pyridin-6-yl)methoxy)pyridine-2-yl)piperidin-1-yl)methyl)-1-((oxetan-2-yl)methyl)-1H-benzo[d]imidazole-6-carboxylic acid FCCN1N=CC2=NC=C(C=C21)COC2=CC=CC(=N2)C2CCN(CC2)CC2=NC1=C(N2C[C@H]2OCC2)C=C(C=C1)C(=O)O